isohexyl-sulfur C(CCC(C)C)[S]